FC=1C=C(OC=2C=C(C(=O)N(C)OC)C=CC2)C=CC1 3-(3-fluorophenoxy)-N-methoxy-N-methylbenzamide